ClC=1C(=NC(=NC1)N1C[C@@H]([C@@H](C1)C)C)NC1=CC2=C(N(C(N2CCC(C)(C)O)=O)C)C=C1 5-((5-chloro-2-((3R,4S)-3,4-dimethylpyrrolidin-1-yl)pyrimidin-4-yl)amino)-3-(3-hydroxy-3-methylbutyl)-1-methyl-1,3-dihydro-2H-benzo[d]imidazol-2-one